N1=CN=C(C2=C1NC=C2)N2CC1C(CC2)CN(C1)S(=O)(=O)N 5-(7H-pyrrolo[2,3-d]pyrimidin-4-yl)-1,3,4,6,7,7a-hexa-hydropyrrolo[3,4-c]pyridine-2-sulfonamide